(2r,3r)-3-acetoxy-5,7,4'-trihydroxyflavanone C(C)(=O)O[C@@H]1[C@H](OC2=CC(=CC(=C2C1=O)O)O)C1=CC=C(C=C1)O